NC1=C(C=CC(=N1)N1[C@H](CCC1)C=1C(=NC=C(C1)F)O)[N+](=O)[O-] (R)-3-(1-(6-amino-5-nitropyridin-2-yl)pyrrolidin-2-yl)-5-fluoropyridin-2-ol